3-amino-N-(1-methylcyclopropyl)-2,4-dioxo-1-(3-(triisopropylsilyl)prop-2-yn-1-yl)-1,2,3,4-tetrahydroquinazoline-6-sulfonamide NN1C(N(C2=CC=C(C=C2C1=O)S(=O)(=O)NC1(CC1)C)CC#C[Si](C(C)C)(C(C)C)C(C)C)=O